C1(CC1)C1=CC2=C(C3(C(O2)(C2=C(C=CC=C2C3=O)[N+](=O)[O-])O)O)C=C1 7-cyclopropyl-4b,9b-dihydroxy-4-nitro-4b,9b-dihydro-10H-indeno[1,2-b]benzofuran-10-one